S(OC1=CC=C(C=C1)C1(COC1)OC1=CC=C(C=C1)NC(C)=O)(=O)(=O)F 4-(3-(4-acetamidophenoxy)oxetan-3-yl)phenyl sulfurofluoridate